Benzyl (2R)-2-[(tert-butyldimethylsilyl)oxy]-3-[4-(4,4-dimethylcyclohex-1-en-1-yl)phenyl]propanoate [Si](C)(C)(C(C)(C)C)O[C@@H](C(=O)OCC1=CC=CC=C1)CC1=CC=C(C=C1)C1=CCC(CC1)(C)C